C(#N)C1=CN=C2N1C(=CC(=C2)C=2N=NN(C2C)C2CCN(CC2)C(=O)OC(C)(C)C)OC(CC)C2=NC=C(C=C2)F tert-Butyl 4-[4-[3-cyano-5-[1-(5-fluoro-2-pyridyl) propoxy]imidazo[1,2-a]pyridin-7-yl]-5-methyl-triazol-1-yl]piperidine-1-carboxylate